C(CCCCCCCCCCCCCCCCC)OC[C@H](OC)CO |r| l-O-octadecyl-2-O-methyl-rac-glycerol